C(C1=CC=CC=C1)OC=1C(=NC=CC1)Br 3-(benzyloxy)-2-bromopyridine